CN(C)CCCCCCCCCC N,N-dimethyln-decylamine